Melamine silicon carbon [C].[Si].N1=C(N)N=C(N)N=C1N